3-(2-Chloro-6-methyl-4-pyridyl)-2-(3-cyanophenyl)-N-[(2S)-2,3-dihydroxypropyl]pyrazolo[1,5-a]pyrimidine-5-carboxamide ClC1=NC(=CC(=C1)C=1C(=NN2C1N=C(C=C2)C(=O)NC[C@@H](CO)O)C2=CC(=CC=C2)C#N)C